NC1=NC=2C=C(C(=CC2C2=C1C=NN2C)C(=O)N(CC=2N=NC(=CC2)C(F)(F)F)CC)Cl 4-amino-7-chloro-N-ethyl-1-methyl-N-((6-(trifluoromethyl)-3-pyridazinyl)methyl)-1H-pyrazolo[4,3-c]quinoline-8-carboxamide